(S)-2-(5-(2,5-dihydrofuran-3-yl)-6-oxopyrimidin-1(6H)-yl)-N-(1-(4-(trifluoromethoxy)phenyl)ethyl)acetamide O1CC(=CC1)C1=CN=CN(C1=O)CC(=O)N[C@@H](C)C1=CC=C(C=C1)OC(F)(F)F